trans-methyl 4-(1-hydroxy-2-methyl-propyl)cyclohexanecarboxylate OC(C(C)C)[C@@H]1CC[C@H](CC1)C(=O)OC